The molecule is a polyamino carboxylic acid in which bis(carboxymethyl)nitrilo groups are bonded to C-2 and C-2' of 1,1'-[ethane-1,2-diylbis(oxy)]dibenzene. It has a role as a chelator. It is a polyamino carboxylic acid and a tetracarboxylic acid. C1=CC=C(C(=C1)N(CC(=O)O)CC(=O)O)OCCOC2=CC=CC=C2N(CC(=O)O)CC(=O)O